5-(3-(1-ethylcyclopentyloxycarbonyl)phenyl)-bicyclo[2.2.1]hept-2-ene C(C)C1(CCCC1)OC(=O)C=1C=C(C=CC1)C1C2C=CC(C1)C2